1-(2-(4-(3-(2-(2-((2-(2,6-dioxopiperidin-3-yl)-1,3-dioxoisoindolin-4-yl)amino)ethoxy)ethoxy)propyl)piperazin-1-yl)ethyl)-3-(3-(naphthalen-1-yloxy)propyl)-1H-indole O=C1NC(CCC1N1C(C2=CC=CC(=C2C1=O)NCCOCCOCCCN1CCN(CC1)CCN1C=C(C2=CC=CC=C12)CCCOC1=CC=CC2=CC=CC=C12)=O)=O